FC(C1=NC=C(C(=C1)C=1C=NC=CC1C(=O)O)OC)F 2'-difluoromethyl-5'-methoxy-[3,4'-bipyridine]-4-carboxylic acid